NC(C(=O)[O-])CCCCC(=O)[O-] 2-aminoheptan-1,7-dioate